3-methyl-2-[6-[rac-(4aR,8aS)-2,3,4a,5,6,7,8,8a-octahydropyrido[4,3-b][1,4]oxazin-4-yl]pyridazin-3-yl]-5-(trifluoromethyl)phenol CC=1C(=C(C=C(C1)C(F)(F)F)O)C=1N=NC(=CC1)N1[C@H]2[C@@H](OCC1)CCNC2 |r|